OCCN[C@@H](CC(N)=O)C(=O)O |r| (N-2-hydroxyethyl)-DL-asparagine